N[N+]1=CC(=CC(=C1)OCC1=CC=C(C=C1)OC)Br.CC1=C(C(=CC(=C1)C)C)S(=O)(=O)[O-] 2,4,6-Trimethylbenzenesulfonic acid 1-amino-3-bromo-5-(4-methoxybenzyloxy)pyridin-1-ium salt